C(C=C)(=O)OCCCCOC1=CC(=C(C(=O)OC2=C(C=C(C=C2)OC(C2=C(C=C(C=C2)OCCCCOC(C=C)=O)C)=O)OCC)C=C1)C 2-ethoxybenzene-1,4-diyl bis{4-[4-(acryloyloxy)butoxy]-2-methylbenzoate}